1-(4-((2-(azetidin-1-yl)-4-(trifluoromethyl)benzyl)(methyl)amino)-4-methylpiperidine-1-carbonyl)-1H-pyrazole-3-carboxylic acid N1(CCC1)C1=C(CN(C2(CCN(CC2)C(=O)N2N=C(C=C2)C(=O)O)C)C)C=CC(=C1)C(F)(F)F